3-nitro-5-(trifluoromethoxy)benzoic acid [N+](=O)([O-])C=1C=C(C(=O)O)C=C(C1)OC(F)(F)F